4-(3-Chloroanilino)spiro[cyclohexane-1,7'-cyclopenta[b]pyridine]-4-carboxylic acid ClC=1C=C(NC2(CCC3(C=CC=4C3=NC=CC4)CC2)C(=O)O)C=CC1